FC1=CC=C(C=C1)/C=C/C(=O)OC[C@H]1O[C@H]([C@@H]([C@H]([C@@H]1O)O)O)O[C@H]1COC(C1)=O ((2R,3S,4S,5R,6R)-3,4,5-trihydroxy-6-(((R)-5-oxotetrahydrofuran-3-yl)oxy)tetrahydro-2H-pyran-2-yl)methyl (E)-3-(4-fluorophenyl)acrylate